{4-[5-Chloro-2-(4-chloro-1H-1,2,3-triazol-1-yl) phenyl]-methyl 5-methoxy-2-oxopyridin-1(2H)-yl} propanoate C(CC)(=O)ON1C(C(=C(C(=C1)OC)C1=C(C=CC(=C1)Cl)N1N=NC(=C1)Cl)C)=O